O1COC2=C1C=CC(=C2)CC2=COC1=C(C(=CC(=C1C2=O)O)O)C 3-(benzo[d][1,3]dioxol-5-ylmethyl)-5,7-dihydroxy-8-methyl-4H-chromen-4-one